O=C1N(CCC(N1)=O)C1=CC=C(CN(C)CC2=CC=C(C(=O)NC3=CC(=C(C=C3)C)NC3=NC=CC(=N3)C=3C=NC=CC3)C=C2)C=C1 4-(((4-(2,4-dioxotetrahydropyrimidin-1(2H)-yl)benzyl)(methyl)amino)methyl)-N-(4-methyl-3-((4-(pyridin-3-yl)pyrimidin-2-yl)amino)phenyl)benzamide